Cl.CC1NC(CC(C1)C=1SC2=C(N1)C=CC(=C2)C2=CC1=CN(N=C1C=C2)C)C 2-(2,6-Dimethylpiperidin-4-yl)-6-(2-methyl-2H-indazol-5-yl)-1,3-benzothiazol-Hydrochlorid